NC1=NC=CC=C1C1=NC=2C(=NC(=CC2)N2N=CC=N2)N1C=1C=C2CC[C@@H](C2=CC1)NC(C1=CN=C(C=C1)C(F)F)=O (S)-N-(5-(2-(2-aminopyridin-3-yl)-5-(2H-1,2,3-triazol-2-yl)-3H-imidazo[4,5-b]pyridin-3-yl)-2,3-dihydro-1H-inden-1-yl)-6-(difluoromethyl)nicotinamide